C(C1=CC=CC=C1)OC1=CC=C(C=N1)C1CN(CCC1O)C(=O)OC(C)(C)C tert-butyl 3-(6-(benzyloxy) pyridin-3-yl)-4-hydroxypiperidine-1-carboxylate